N-[4-[(6,7-Dimethoxy-1,5-naphthyridin-4-yl)oxy]-3-fluorophenyl]-5-(4-fluorophenyl)-1,2-dimethyl-4-oxopyridine-3-carboxamide COC=1N=C2C(=CC=NC2=CC1OC)OC1=C(C=C(C=C1)NC(=O)C1=C(N(C=C(C1=O)C1=CC=C(C=C1)F)C)C)F